docos-13-enoic acid C(CCCCCCCCCCCC=CCCCCCCCC)(=O)O